BrC1=C(C2=C(NC(=N2)[C@@H](NC(=O)C=2N(N=CC2)CC)C2CCC(CC2)C)C=C1)F N-[(S)-(5-bromo-4-fluoro-1H-benzimidazol-2-yl)(4-methylcyclohexyl)methyl]-2-ethyl-pyrazole-3-carboxamide